4-Oxo-2-toluenesulfonyl-2,4,5,6-tetrahydrocyclopenta[c]pyrrole-1-carboxylic acid ethyl ester C(C)OC(=O)C=1N(C=C2C1CCC2=O)S(=O)(=O)CC2=CC=CC=C2